tert-butyl 6-{[2-(2,6-dioxopiperidin-3-yl)-1,3-dioxoisoindol-5-yl]amino}hexanoate O=C1NC(CCC1N1C(C2=CC=C(C=C2C1=O)NCCCCCC(=O)OC(C)(C)C)=O)=O